NC1(CN(C1)C(=O)OC(C)(C)C)CC(=O)OCC tert-butyl 3-amino-3-(2-ethoxy-2-oxoethyl)azetidine-1-carboxylate